(M)-tert-butyl (2R,5S)-4-(7-chloro-6-fluoro-1-(2-isopropyl-4-methylpyridin-3-yl)-2-oxo-1,2-dihydropyrido[2,3-d]pyrimidin-4-yl)-2,5-dimethylpiperazine-1-carboxylate ClC=1C(=CC2=C(N(C(N=C2N2C[C@H](N(C[C@@H]2C)C(=O)OC(C)(C)C)C)=O)C=2C(=NC=CC2C)C(C)C)N1)F